coronenyl acrylate C(C=C)(=O)OC1=CC2=CC=C3C=CC4=CC=C5C=CC6=CC=C1C1=C6C5=C4C3=C21